CC=1N=NN2C1C=CC(=C2)C(=O)O 3-methyl-[1,2,3]triazolo[1,5-a]pyridine-6-carboxylic acid